O=C([C@H](CCC(NCCO[C@H]1O[C@@H]([C@H]([C@@H]([C@@H]1O)O)O)CO)=O)NC(OCC1=CC=CC=C1)=O)NCCO[C@H]1O[C@@H]([C@H]([C@@H]([C@@H]1O)O)O)CO benzyl ((S)-1,5-dioxo-1,5-bis((2-(((2S,3S,4S,5S,6R)-3,4,5-trihydroxy-6-(hydroxymethyl)tetrahydro-2H-pyran-2-yl)oxy)ethyl)amino)pentan-2-yl)carbamate